C(C=C)(=O)NC=1C=C(C=CC1)C1=CC(=CC(=N1)NC=1SC(=CN1)C(=O)NC1=C(C=CC=C1C)Cl)CN1CCOCC1 2-((6-(3-acrylamidophenyl)-4-(morpholinomethyl)pyridin-2-yl)amino)-N-(2-chloro-6-methylphenyl)thiazole-5-carboxamide